C1(=C(C=CC=C1)C=1C=C2C(=NN(C2=CC1)C(C1=CC=CC=C1)(C1=CC=CC=C1)C1=CC=CC=C1)NC(=O)C1CCN(CC1)C)C1=CC=CC=C1 N-[5-(biphenyl-2-yl)-1-trityl-1H-indazol-3-yl]-1-methylpiperidine-4-carboxamide